4-(5-cyclopropyl-1,2,4-oxadiazol-3-yl)benzamide C1(CC1)C1=NC(=NO1)C1=CC=C(C(=O)N)C=C1